1'-(Tert-butyl)-3-chloro-5,7-dihydrospiro[cyclopenta[b]pyridine-6,3'-pyrrolo[2,3-b]pyridine]-2'(1'H)-one C(C)(C)(C)N1C(C2(C=3C1=NC=CC3)CC=3C(=NC=C(C3)Cl)C2)=O